C(C)SC1=CC=2N(C(C=C(N2)C(F)(F)F)=O)C=C1 8-(ethylthio)-2-(trifluoromethyl)-4H-pyrido[1,2-a]pyrimidin-4-one